2,3-dihydro-1H-indole-3-ethanol N1CC(C2=CC=CC=C12)CCO